2-[4-fluoro-1-oxo-6-(4-piperazin-1-ylphenyl)isoindolin-2-yl]-N-thiazol-2-yl-acetamide hydrochloride Cl.FC1=C2CN(C(C2=CC(=C1)C1=CC=C(C=C1)N1CCNCC1)=O)CC(=O)NC=1SC=CN1